1-(4-{[2-(3-{[2-methoxy-4-(propanamidosulfonyl)phenyl] amino}prop-1-yn-1-yl)-1-(2,2,2-trifluoroethyl)-1H-indol-4-yl]amino}piperidin-1-yl)-3-(propanoyloxy)propan-2-yl propanoate C(CC)(=O)OC(CN1CCC(CC1)NC1=C2C=C(N(C2=CC=C1)CC(F)(F)F)C#CCNC1=C(C=C(C=C1)S(=O)(=O)NC(CC)=O)OC)COC(CC)=O